(2S,3R)-2-methyl-3-((4-nitrobenzoyl)oxy)pyrrolidine-1-carboxylic acid tert-butyl ester C(C)(C)(C)OC(=O)N1[C@H]([C@@H](CC1)OC(C1=CC=C(C=C1)[N+](=O)[O-])=O)C